2-amino-N-((1R,2S)-2-cyanocyclopentyl)-N-((5-cyano-2-pyridinyl)methyl)-7-fluoro-3-methyl-6-quinolinecarboxamide NC1=NC2=CC(=C(C=C2C=C1C)C(=O)N(CC1=NC=C(C=C1)C#N)[C@H]1[C@H](CCC1)C#N)F